C(C)(C)(C)C1N(CC[C@@H]([C@H]1NC(C1=C(C=C(C(=C1)N)N[C@H]1[C@@H](C1)C(F)F)F)=O)F)C(=O)OCCNC(CCCCCCCCCCCCCCC)=O N-palmitoyl-ethanolamine tert-butyl-(3S,4S)-3-(5-amino-4-(((1R,2R)-2-(difluoromethyl)cyclopropyl)amino)-2-fluorobenzamido)-4-fluoropiperidine-1-carboxylate